FC=1C=CC(=NC1)C(C)N1C[C@@H](N(C[C@H]1C)C1=CC(N(C=2C=CC(=NC12)C#N)C)=O)C 8-[(2s,5r)-4-[1-(5-fluoropyridin-2-yl)ethyl]-2,5-dimethylpiperazin-1-yl]-5-methyl-6-oxo-5,6-dihydro-1,5-naphthyridine-2-carbonitrile